2,4-dihydroxyphenyl-4,6-bis(2,4-dimethylphenyl)-1,3,5-triazine OC1=C(C=CC(=C1)O)C1=NC(=NC(=N1)C1=C(C=C(C=C1)C)C)C1=C(C=C(C=C1)C)C